C1(=CC=CC=C1)OC(=O)C1=CC2=CC=CC=C2C=C1 β-naphthoic acid phenyl ester